C1(CCCC1)C(=O)[O-].[NH4+] ammonium cyclopentanoate